[C@@]12(C=CC[C@H](CC1)N2C)C(=O)O tropenic acid